1,8-dibromooctanediamine BrC(CCCCCCCBr)(N)N